8-(3-hydroxy-1-naphthalenyl)-6-(2-(2-propenoyl)-2,6-diazaspiro[3.4]octan-6-yl)-3,4-dihydro-2H-chromene-7-carbonitrile OC=1C=C(C2=CC=CC=C2C1)C=1C(=C(C=C2CCCOC12)N1CC2(CN(C2)C(C=C)=O)CC1)C#N